(4,4-bisFluorocyclohexyl)hydrazine FC1(CCC(CC1)NN)F